C(C)OC1=C(C=CC(=C1)C)O 2-ethoxy-4-(methyl)phenol